9-(2,4-Difluorophenyl)-2,3-dimethyl-7-(6-oxo-3,6-dihydro-2H-pyran-4-yl)-4H-pyrazino[1,2-a]pyrimidin-4-one FC1=C(C=CC(=C1)F)C1=NC(=CN2C1=NC(=C(C2=O)C)C)C=2CCOC(C2)=O